C(C)(C)(C)C=1N=CN(C1)C1=C(C=C(C=C1)N)C=1N=NN(N1)C(C1=CC=CC=C1)(C1=CC=CC=C1)C1=CC=CC=C1 4-(4-(tert-butyl)-1H-imidazol-1-yl)-3-(2-trityl-2H-tetrazol-5-yl)phenylamine